ClC1=CC=C2C(=N1)N(N=C2C2=C(C=CC(=C2)F)OC)COCC[Si](C)(C)C 6-chloro-3-(5-fluoro-2-methoxyphenyl)-1-[[2-(trimethylsilyl)ethoxy]methyl]pyrazolo[3,4-b]pyridine